(R)-N-methoxy-N-methyl-4-(1-methyl-1H-pyrazol-5-yl)-2-(3-methylmorpholino)imidazo[1,5-a]pyrimidine-8-carboxamide CON(C(=O)C=1N=CN2C1N=C(C=C2C2=CC=NN2C)N2[C@@H](COCC2)C)C